C(C)OC(CC(C=1C=C(C2=C(C=CS2)C1)CO)C1=C(C2=C(N(N=N2)C)C=C1)C)=O 3-(1,4-Dimethyl-1H-benzotriazol-5-yl)-3-[7-(hydroxymethyl)-1-benzothien-5-yl]propionic acid ethyl ester